N-(2-(4,4-dimethyl-4,5-dihydrooxazol-2-yl)phenyl)-6-methylpyridineamide CC1(N=C(OC1)C1=C(C=CC=C1)NC(=O)C1=NC(=CC=C1)C)C